dopamine-d4 [2H]C([2H])(CC1=CC(=C(C=C1)O)O)N([2H])[2H]